ClC=1C2=C(N=C(N1)C1=CC=CC=C1)C1=C(S2)C=CC=C1 4-chloro-2-phenylbenzo[4,5]thieno[3,2-d]pyrimidine